O[C@@H](C(=O)N[C@H]1CN(C[C@H]1C)C1=C2C=CC=NC2=C(C=C1)C)C(C)C (2R)-2-hydroxy-3-methyl-N-[(3R,4R)-4-methyl-1-(8-methylquinolin-5-yl)pyrrolidin-3-yl]butyramide